4-fluoro-3-[(1-hydroxycyclopropyl)methoxy]-2,3-dihydro-1H-isoindol-1-one FC1=C2C(NC(C2=CC=C1)=O)OCC1(CC1)O